FC(C=1C=CC=2N(N1)C(=CN2)C2=CC(=NC=N2)N2C(C(CCC2)CS(=O)(C)=N)C)F ((1-(6-(6-(Difluoromethyl)imidazo[1,2-b]pyridazin-3-yl)pyrimidin-4-yl)-2-methylpiperidin-3-yl)methyl)(imino)(methyl)-λ6-sulfanone